(S)-2-((4-(6-((4-Chlorobenzofuran-7-yl)methoxy)pyridin-2-yl)piperidin-1-yl)methyl)-3-(oxetane-2-yl Methyl)-3H-imidazo[4,5-b]pyridine-5-carboxylate ClC1=CC=C(C2=C1C=CO2)COC2=CC=CC(=N2)C2CCN(CC2)CC2=NC=1C(=NC(=CC1)C(=O)[O-])N2C[C@H]2OCC2